(2R,3S)-3-((2-(6-chloro-3-(difluoromethoxy)quinolin-8-yl)-5-fluorobenzo[d]thiazol-6-yl) oxy)butan-2-yl (2-methylpyrimidin-5-yl)carbamate CC1=NC=C(C=N1)NC(O[C@H](C)[C@H](C)OC1=CC2=C(N=C(S2)C=2C=C(C=C3C=C(C=NC23)OC(F)F)Cl)C=C1F)=O